BrC=1C(=C(N)C=C(C1I)F)C 3-bromo-5-fluoro-4-iodo-2-methylaniline